ClC=1C=C(C(=O)NC23CC(C2)(C3)[C@@H](C(=O)NC3=CC=C(C=C3)F)C)C=CC1C#N (S)-3-chloro-4-cyano-N-(3-(1-((4-fluorophenyl)amino)-1-oxopropan-2-yl)bicyclo[1.1.1]pentan-1-yl)benzamide